CC=1C(=CC(=C(CN[C@H](CO)C(=O)O)C1)OCC=1C=NC=CC1)NCC=1C(=C(C=CC1)C1=CC=CC=C1)C (5-methyl-4-(((2-methyl-[1,1'-biphenyl]-3-yl)methyl)amino)-2-(pyridin-3-ylmethoxy)benzyl)-D-serine